(s)-1-(5-(dimethylamino)naphthalene-1-ylsulfonyl)piperidine-2-carboxylic acid CN(C1=C2C=CC=C(C2=CC=C1)S(=O)(=O)N1[C@@H](CCCC1)C(=O)O)C